6-[(2-{3-[(1E)-2-(5-bromothiophene-2-yl)vinyl]-2-oxoquinoxalin-1-yl}acetyl)amino]hexanoic acid BrC1=CC=C(S1)/C=C/C=1C(N(C2=CC=CC=C2N1)CC(=O)NCCCCCC(=O)O)=O